C(C)(C)NCC(COC1=CC=C(C=C1)CCOC)O 1-isopropylamino-3-[p-(2-methoxyethyl)phenoxy]-2-propanol